3-fluoro-N,2-dimethyl-5-(4,4,5,5-tetramethyl-1,3,2-dioxaborolan-2-yl)benzenesulfonamide FC=1C(=C(C=C(C1)B1OC(C(O1)(C)C)(C)C)S(=O)(=O)NC)C